2-(2,5-dimethoxy-4-methylphenyl)-N-(2-methoxybenzyl)ethane-1-amine COC1=C(C=C(C(=C1)C)OC)CCNCC1=C(C=CC=C1)OC